1-(tert-butyl) 3-methyl 3-((6-((tert-butoxycarbonyl)amino)-4-((2,4-dimethoxybenzyl)amino)pyridazin-3-yl)methyl)-5,5-difluoro-2-oxopiperidine-1,3-dicarboxylate C(C)(C)(C)OC(=O)NC1=CC(=C(N=N1)CC1(C(N(CC(C1)(F)F)C(=O)OC(C)(C)C)=O)C(=O)OC)NCC1=C(C=C(C=C1)OC)OC